methyl L-mandelate C([C@@H](O)C1=CC=CC=C1)(=O)OC